2-[(1R/S)-1-[4-(2,2-Dimethylpropoxy)phenyl]but-2-yn-1-yl]propane-1,3-dioic acid dimethyl ester COC(C(C(=O)OC)[C@@H](C#CC)C1=CC=C(C=C1)OCC(C)(C)C)=O |r|